FC1=CC=C(OC=2C=C(C=CC2)NC(=O)[C@@H]2CNC[C@H]2C2=CC=CC=C2)C=C1 |r| (+-)-trans-N-[3-(4-fluorophenoxy)phenyl]-4-phenylpyrrolidine-3-carboxamide